8-fluoro-3,4-dihydro-2H-benzo[b][1,4]oxazine FC1=CC=CC2=C1OCCN2